(8R,10S)-10-(((2S,4S,5R,6S)-4-amino-5-hydroxy-6-methyltetrahydro-2H-pyran-2-yl)oxy)-6,8,11-trihydroxy-8-(2-hydroxyethyl)-1-methoxy-7,8,9,10-tetrahydro-tetracene-5,12-dione N[C@H]1C[C@H](O[C@H]([C@@H]1O)C)O[C@H]1C[C@@](CC=2C(=C3C(C=4C=CC=C(C4C(C3=C(C12)O)=O)OC)=O)O)(CCO)O